2-(2-cyclopropyl-4-methoxyphenyl)-3-(oxazol-5-ylmethyl)-4-oxo-3,4-dihydrobenzo[4,5]thieno[2,3-d]pyrimidin-8-yl hydrogen sulfate S(=O)(=O)(OC1=CC=CC2=C1SC=1N=C(N(C(C12)=O)CC1=CN=CO1)C1=C(C=C(C=C1)OC)C1CC1)O